ethyl 2-(4-(pyrazolo[1,5-a]pyrimidin-7-yl)cyclohex-3-en-1-yl)acetate N1=CC=C2N1C(=CC=N2)C2=CCC(CC2)CC(=O)OCC